1-vinyl-3-ethoxyethylimidazole chlorine salt [Cl].C(=C)N1CN(C=C1)CCOCC